[Ca+2].OC(C(=O)[O-])CCCCCN1C(=C(C(=C1C(C)C)C1=C(N=O)C=CC=C1)C1=CC=CC=C1)O.OC(C(=O)[O-])CCCCCN1C(=C(C(=C1C(C)C)C1=C(N=O)C=CC=C1)C1=CC=CC=C1)O dihydroxy-5-(1-methyl-ethyl)-3-phenyl-4-anilinoyl-1H-pyrrole-1-heptanoic acid calcium salt